CN1C[C@@H]2[C@H](CC1)CCN2C2=CC=C(N=N2)C2=C(C=C(C=C2C)Cl)O 2-[6-[(3aR,7aS)-6-methyl-3,3a,4,5,7,7a-hexahydro-2H-pyrrolo[2,3-c]pyridin-1-yl]pyridazin-3-yl]-5-chloro-3-methyl-phenol